C1(CC1)C=1N=CN(C1)C1=CC(=C(S1)F)C(=O)NC1=NC(=CC=C1)C=1N2C(=NN1)CC[C@H]2COC (S)-5-(4-cyclopropyl-1H-imidazol-1-yl)-2-fluoro-N-(6-(5-(methoxymethyl)-6,7-dihydro-5H-pyrrolo[2,1-c][1,2,4]triazol-3-yl)pyridin-2-yl)thiophene-3-carboxamide